C(C1=CC=CC=C1)OC(=O)NC[C@@H](CN(C(=O)C1=CC=2C(=NC=CC2N1)OCC(F)(F)F)CCO)NC(OC(C)(C)C)=O tert-butyl N-[(1S)-1-(benzyloxycarbonylaminomethyl)-2-[2-hydroxyethyl-[4-(2,2,2-trifluoroethoxy)-1H-pyrrolo[3,2-c]pyridine-2-carbonyl]amino]ethyl]carbamate